(4R)-4-[(3R,5R,8R,9S,10S,13R,14S,17R)-3-hydroxy-10,13-dimethyl-2,3,4,5,6,7,8,9,11,12,14,15,16,17-tetradecahydro-1H-cyclopenta[a]phenanthren-17-yl]pentanoic acid O[C@@H]1CC[C@@]2([C@H]3CC[C@@]4([C@H](CC[C@H]4[C@@H]3CC[C@@H]2C1)[C@@H](CCC(=O)O)C)C)C